12H-benzofuro[3,2-a]carbazole-1,2,3,4,6,7,8,9,10,11-d10 C1(=C(C(=C(C2=C1C1=C(C(=C(C=3C4=C(C(=C(C(=C4NC13)[2H])[2H])[2H])[2H])[2H])[2H])O2)[2H])[2H])[2H])[2H]